N-carboxymethyl-benzylmethyl-methyltetrazine C(=O)(O)CN1NN=NC(=C1C)CCC1=CC=CC=C1